(6aR,7R,10aS)-2-(2-cyclopropylpyridin-4-yl)-4-(2-fluorophenyl)-10a-methyl-8-oxo-7-propyl-5,6,6a,7,8,10a-hexahydrobenzo[h]quinazoline-9-carbonitrile C1(CC1)C1=NC=CC(=C1)C1=NC=2[C@]3([C@H](CCC2C(=N1)C1=C(C=CC=C1)F)[C@H](C(C(=C3)C#N)=O)CCC)C